German Iron [Fe].[GeH4]